(S)-quinuclidin-3-yl (7-(1H-indazol-4-yl)-3,3-dimethylchroman-4-yl)carbamate N1N=CC2=C(C=CC=C12)C1=CC=C2C(C(COC2=C1)(C)C)NC(O[C@@H]1CN2CCC1CC2)=O